C1(CC1)C1=CN=C2C(=N1)N(N=C2NCC2=NC1=C(N2)C=CC(=C1)C)C1CCN(CC1)C 6-cyclopropyl-N-[(5-methyl-1H-benzimidazol-2-yl)methyl]-1-(1-methylpiperidin-4-yl)-1H-pyrazolo[3,4-b]pyrazin-3-amine